CC1=C(C(=O)N)C=C(C=C1)CNS(=O)(=O)C 2-methyl-5-(methylsulfonamidomethyl)benzamide